Benzyl 4-[5-[(5S)-1-tert-butoxycarbonyl-5-methyl-2-piperidyl]-1,3-Benzothiazol-2-Yl]-3,6-dihydro-2H-pyridine-1-carboxylate C(C)(C)(C)OC(=O)N1C(CC[C@@H](C1)C)C=1C=CC2=C(N=C(S2)C=2CCN(CC2)C(=O)OCC2=CC=CC=C2)C1